CN(C1(CCC2(CNC(N2CC(F)(F)F)=O)CC1)C1=CC=CC=C1)C trans-8-dimethylamino-8-phenyl-1-(2,2,2-trifluoro-ethyl)-1,3-diaza-spiro[4.5]Decan-2-one